FC(C=1C=C(C=CC1)NC1=NC=2C(N=C1NC1=CC=C(C=C1)C(F)(F)F)=NON2)(F)F N5-(3-(trifluoromethyl)phenyl)-N6-(4-(trifluoromethyl)phenyl)-[1,2,5]oxadiazolo[3,4-b]pyrazine-5,6-diamine